C(C(C)C)C1=CC=C(C=C1)CCCCN 4-(4-isobutylphenyl)butan-1-amine